1,2-bis(2-mercaptoethyltriethoxysilyl)ethane SCCC(C)O[Si](CC[Si](OC(C)CCS)(OCC)OCC)(OCC)OCC